NCCOCCNC(C1=C(C=C(C=C1)NC=1C=2N(C=CN1)C(=CN2)C=2C(=NN(C2)CC#C)C(F)F)CC)=O N-[2-(2-aminoethoxy)ethyl]-4-[[3-[3-(difluoromethyl)-1-prop-2-ynylpyrazol-4-yl]imidazo[1,2-a]pyrazin-8-yl]amino]-2-ethylbenzamide